2-(5-((R)-3-methylmorpholino)-3-(1-(tetrahydro-2H-pyran-2-yl)-1H-pyrazol-5-yl)isothiazolo[4,5-b]pyridin-7-yl)-1,2-thiazinane 1,1-dioxide C[C@@H]1COCCN1C1=CC(=C2C(=N1)C(=NS2)C2=CC=NN2C2OCCCC2)N2S(CCCC2)(=O)=O